5-(6-(4-(3-Fluorobenzyl)piperazin-1-yl)pyridin-3-yl)quinazolin-7-amine FC=1C=C(CN2CCN(CC2)C2=CC=C(C=N2)C2=C3C=NC=NC3=CC(=C2)N)C=CC1